2-(5-bromo-1,3,4-thiadiazol-2-yl)-N-(3-(fluoromethyl)oxetan-3-yl)-4-(4-methylpropanoylpiperazin-1-yl)-2H-indazole-6-sulfonamide BrC1=NN=C(S1)N1N=C2C=C(C=C(C2=C1)N1CCN(CC1)C(C(C)C)=O)S(=O)(=O)NC1(COC1)CF